S1C(=NC2=C1C=CC=C2)CNC(C2=C(C=CC(=C2)NC([C@H](CN)N)=O)C)=O (S)-N-(benzo[d]thiazol-2-ylmethyl)-5-(2,3-diaminopropanamido)-2-methylbenzamide